C1(=CC=C(C=C1)CCNCC(=O)O)C1=CC=CC=C1 (2-([1,1'-Biphenyl]-4-yl)ethyl)glycine